N-(4-(4-(2-oxo-2-(4-oxopiperidin-1-yl)ethyl)phenyl)-1H-pyrrolo[2,3-b]pyridin-6-yl)cyclopropylcarboxamide O=C(CC1=CC=C(C=C1)C1=C2C(=NC(=C1)NC(=O)C1CC1)NC=C2)N2CCC(CC2)=O